tert-Butyl N5-(2-(2,5-dioxo-2,5-dihydro-1H-pyrrol-1-yl)ethyl)-D-glutaminate O=C1N(C(C=C1)=O)CCNC(CC[C@@H](N)C(=O)OC(C)(C)C)=O